The molecule is a harmala alkaloid in which the harman skeleton is hydroxy-substituted at C-7 and has been reduced across the 3,4 bond. It has a role as an EC 1.4.3.4 (monoamine oxidase) inhibitor and an algal metabolite. It derives from a hydride of a harman. CC1=NCCC2=C1NC3=C2C=CC(=C3)O